tert-butyl (S)-(3-oxohex-4-yn-2-yl)carbamate O=C([C@H](C)NC(OC(C)(C)C)=O)C#CC